[4-({[4-(phenylmethoxy)phenyl]amino}carbonyl)-1,5-dimethyl-1H-pyrrol-2-yl]-5-cyano-4-hydroxybenzoic acid methyl ester COC(C1=C(C=C(C(=C1)C#N)O)C=1N(C(=C(C1)C(=O)NC1=CC=C(C=C1)OCC1=CC=CC=C1)C)C)=O